4-amino-7-fluoro-N-(methyl-d3)-N-(6-(trifluoromethyl)-2,3-dihydrobenzofuran-3-yl)imidazo[1,5-a]quinoxaline-8-carboxamide NC=1C=2N(C3=CC(=C(C=C3N1)F)C(=O)N(C1COC3=C1C=CC(=C3)C(F)(F)F)C([2H])([2H])[2H])C=NC2